2-Chloro-N-[5-cyclopropyl-2-(1H-indazole-4-carbonyl)-3-pyridyl]acetamide ClCC(=O)NC=1C(=NC=C(C1)C1CC1)C(=O)C=1C=2C=NNC2C=CC1